C1(=CC=CC=C1)[Si](C1=CC=CC=C1)(C1=CC=CC=C1)C1=CC=CC=C1 Tetraphenyl-silane